7-((1-acetylpiperidin-4-yl)methoxy)-5-fluoro-2-(((1-(prop-2-yn-1-yl)piperidin-4-yl)thio)methyl)quinazolin-4(3H)-one C(C)(=O)N1CCC(CC1)COC1=CC(=C2C(NC(=NC2=C1)CSC1CCN(CC1)CC#C)=O)F